C(C)(C)(C)OC(=O)N1[C@@H](C[C@@](C1)(COC)F)C(=O)OCC1=CC=CC=C1 (2S,4R)-4-fluoro-4-(methoxymethyl)pyrrolidine-1,2-dicarboxylic acid 2-benzyl ester 1-(tert-butyl) ester